2-((2-Methyl-4-(trifluoromethoxy)phenyl)amino)-5-(trifluoromethyl)nicotinic acid CC1=C(C=CC(=C1)OC(F)(F)F)NC1=C(C(=O)O)C=C(C=N1)C(F)(F)F